3-(4-(oxazol-2-yl)benzyl)quinazolin-4(3H)-one O1C(=NC=C1)C1=CC=C(CN2C=NC3=CC=CC=C3C2=O)C=C1